O=C1NC(CCC1N1C(C2=CC=CC(=C2C1)NC(=O)C1CC1)=O)=O N-(2-(2,6-dioxopiperidin-3-yl)-1-oxoisoindolin-4-yl)cyclopropanecarboxamide